2'-chloro-4'-methyl-[1,1-biphenyl] ClC1=C(C=CC(=C1)C)C1=CC=CC=C1